6-((4,4-difluoropiperidin-1-yl)methyl)-2-(3-(3-((4-methyl-4H-1,2,4-triazol-3-yl)methyl)oxetan-3-yl)phenyl)-4-(trifluoromethyl)isoindolin-1-one FC1(CCN(CC1)CC1=CC(=C2CN(C(C2=C1)=O)C1=CC(=CC=C1)C1(COC1)CC1=NN=CN1C)C(F)(F)F)F